OC(C([2H])([2H])[2H])(C([2H])([2H])[2H])[C@@H]1C=CC(CC1)=O (S)-4-(2-hydroxypropan-2-yl-1,1,1,3,3,3-d6)cyclohex-2-en-1-one